6-(benzylsulfanyl)-8-chloro-N'-(2,2-difluoroacetyl)imidazo[1,5-a]pyridine-3-carbohydrazide C(C1=CC=CC=C1)SC=1C=C(C=2N(C1)C(=NC2)C(=O)NNC(C(F)F)=O)Cl